1-methyl-3-isopropyl-4-p-fluorophenyl-3,4-dihydroquinolin-2(1H)-one-3-d CN1C(C(C(C2=CC=CC=C12)C1=CC=C(C=C1)F)([2H])C(C)C)=O